C1CCC12N(CCC2)CCNC(=O)C=2C=C(C(=NC2)C)NC(=O)C=2C=NN1C2SC(=C1)C=1C=NN(C1C)C N-(5-((2-(5-azaspiro[3.4]octan-5-yl)ethyl)carbamoyl)-2-methylpyridin-3-yl)-2-(1,5-dimethyl-1H-pyrazol-4-yl)pyrazolo[5,1-b]thiazole-7-carboxamide